NC1=C(C=CC=C1)C=1N=NN(C1)CC(=O)N[C@H](C(=O)N(C)C1=CC=C(C=C1)OC)CC1=CC=CC=C1 (S)-2-(2-(4-(2-aminophenyl)-1H-1,2,3-triazol-1-yl)acetylamino)-N-(4-methoxyphenyl)-N-methyl-3-phenylpropanamide